[2-[(2,4-dimethoxyphenyl)methylamino]-8-[4-(oxetan-3-yloxy)phenyl]-7-oxo-pyrido[2,3-d]pyrimidin-6-yl]-8-methyl-2,3-dihydroquinoxaline-1-carboxylic acid benzyl ester C(C1=CC=CC=C1)OC(=O)N1C(CNC2=CC=CC(=C12)C)C1=CC2=C(N=C(N=C2)NCC2=C(C=C(C=C2)OC)OC)N(C1=O)C1=CC=C(C=C1)OC1COC1